2'-methoxy-2-(3-methoxy-5-(1H-pyrazol-1-yl)phenoxy)-3,4'-bipyridine COC1=NC=CC(=C1)C=1C(=NC=CC1)OC1=CC(=CC(=C1)N1N=CC=C1)OC